COC(=O)[C@@H]1N(CC(=C1)C1=NC(=C(C=C1)F)COC1=C(C=C(C=C1)C#N)F)C(=O)OC(C)(C)C (R)-4-(6-((4-cyano-2-fluorophenoxy)methyl)-5-fluoropyridin-2-yl)-2,5-dihydro-1H-pyrrole-1,2-dicarboxylic acid 1-(tert-butyl) ester 2-methyl ester